CC1(OB(OC1(C)C)C=1C=NN(C1)CCO)C 2-(4-(4,4,5,5-tetramethyl-1,3,2-dioxaborolan-2-yl)-1H-pyrazol-1-yl)ethane-1-ol